3-(3-dimethylamino-propionyl)-5-methyl-7-(2-fluorobenzyloxy)coumarin CN(CCC(=O)C=1C(OC2=CC(=CC(=C2C1)C)OCC1=C(C=CC=C1)F)=O)C